15-octadecynic acid C(CCCCCCCCCCCCCC#CCC)(=O)O